4-((5-chloro-7-(2-((3-(cyclopropylmethyl)-2,6-dioxo-3,6-dihydropyrimidin-1(2H)-yl)methyl)thieno[3,2-b]pyridin-7-yl)-1H-indol-1-yl)methyl)piperidine-4-carbonitrile trifluoroacetate FC(C(=O)O)(F)F.ClC=1C=C2C=CN(C2=C(C1)C1=C2C(=NC=C1)C=C(S2)CN2C(N(C=CC2=O)CC2CC2)=O)CC2(CCNCC2)C#N